propyl 2-methyl-4-(3-{[7-(5-methyl-1,2,4-oxadiazol-3-yl)isoquinolin-1-yl]amino}propanamido)-1H-imidazole-1-carboxylate CC=1N(C=C(N1)NC(CCNC1=NC=CC2=CC=C(C=C12)C1=NOC(=N1)C)=O)C(=O)OCCC